N[C@H](C)C=1C=C(C=C(C1)CO)C1(CN(C1)C(=O)OC(C)(C)C)F tert-butyl 3-[3-[(1R)-1-aminoethyl]-5-(hydroxymethyl)phenyl]-3-fluoro-azetidine-1-carboxylate